N-(3-chloro-4-(4-methylpiperazin-1-yl)phenyl)-4-((8-methyl-2,3-dihydro-1H-pyrido[2,3-b][1,4]oxazin-7-yl)amino)-2-oxo-1,2-dihydropyridine-3-carboxamide ClC=1C=C(C=CC1N1CCN(CC1)C)NC(=O)C=1C(NC=CC1NC1=C(C2=C(OCCN2)N=C1)C)=O